(1S)-1-[3-(5-bromo-2-pyridinyl)-5-methyl-pyrazin-2-yl]ethylamine BrC=1C=CC(=NC1)C=1C(=NC=C(N1)C)[C@H](C)N